CC1=CC=C2CCC3C(C(OC3=O)=O)C2=C1 8-methyl-3a,4,5,9b-tetrahydronaphtho[1,2-c]furan-1,3-dione